6-[3-(trifluoromethyl)phenoxy]-5-nitroimidazo[2,1-B]thiazole FC(C=1C=C(OC=2N=C3SC=CN3C2[N+](=O)[O-])C=CC1)(F)F